N,N-diethyl-amine ethyl-methacrylate indium-titanium [Ti].[In].C(C)OC(C(=C)C)=O.C(C)NCC